(R)-4-(7-(isopropylsulfonyl)-2-(1H-pyrazol-3-yl)-6,7,8,9-tetrahydro-2H-1,2,3,7-tetraazabenzo[cd]azulene-4-yl)-3-methylmorpholine C(C)(C)S(=O)(=O)N1CC=2C3=C(N(N=C3CC1)C1=NNC=C1)N=C(C2)N2[C@@H](COCC2)C